C(CC(=O)OC1=CC(=CC(=C1)C(F)(F)F)C(F)(F)F)(=O)OC1=CC(=CC(=C1)C(F)(F)F)C(F)(F)F bis(3,5-bis(trifluoromethyl) phenyl) malonate